2-((4-amino-3-methoxyphenoxy)methyl)-7-azaspiro[3.5]Nonane-7-carboxylic acid tert-butyl ester C(C)(C)(C)OC(=O)N1CCC2(CC(C2)COC2=CC(=C(C=C2)N)OC)CC1